C=C1CC(=C(C=C1)C)C 1-methylene-3,4-dimethylbenzene